FC=1C=NC=C(C1N1C(N(C=2C=NC=3C=C(C(=CC3C21)C=2NN=NC2)OC)C)=O)OC 1-(3-Fluoro-5-methoxy-pyridin-4-yl)-7-methoxy-3-methyl-8-(3H-1,2,3-triazol-4-yl)-1,3-dihydroimidazo-[4,5-c]quinolin-2-one